CC(=O)NCCCC[C@@H](C(=O)O)N ε-N-acetyllysine